(R)-3-ethynyl-5,6-dihydro-4H-pyrrolo[1,2-b]pyrazol-5-ol C(#C)C1=C2N(N=C1)C[C@@H](C2)O